Cl.[N+](=O)([O-])C1=CC=C(C=C1)N1CC2CNCC2C1 2-(4-Nitrophenyl)hexahydropyrrolo[3,4-c]pyrrole hydrochloride